tert-butyl 6-[4-bromo-1-methyl-5-(1-naphthyl)imidazol-2-yl]-2-azaspiro[3.3]heptane-2-carboxylate BrC=1N=C(N(C1C1=CC=CC2=CC=CC=C12)C)C1CC2(CN(C2)C(=O)OC(C)(C)C)C1